3-(6-((5-(difluoromethoxy)-1H-pyrazol-3-yl)amino)-1H-pyrazolo[3,4-b]pyrazin-1-yl)cyclopentan-1-ol FC(OC1=CC(=NN1)NC1=CN=C2C(=N1)N(N=C2)C2CC(CC2)O)F